NC1=CC(=C(C=C1)C=1CN(CCC1)C(=O)[O-])CS(=O)C 3-(4-amino-2-(methylsulfinylmethyl) phenyl)-5,6-dihydropyridine-1(2H)-carboxylate